BrC1=CC(=C(C=C1)[C@@H]1CN(CCO1)C(=O)OC(C)(C)C)F tert-butyl (2R)-2-(4-bromo-2-fluoro-phenyl)morpholine-4-carboxylate